FC(C(=O)[O-])(F)F.C(C)(C)OC(=O)OCOC(C(=O)OC1CC2CCC(C1)[N+]21CCCC1)(C1=CC=CC=C1)C1=CC=CC=C1 3-(2-(((Isopropoxycarbonyl)oxy)methoxy)-2,2-diphenylacetoxy)spiro[bicyclo[3.2.1]octane-8,1'-pyrrolidin]-8-ium 2,2,2-trifluoroacetate